[Cl-].C(CCCCCCCCCCC)[N+](CCC[Si](OCC)(OCC)OCC)(C)C dodecyldimethyl-(3-triethoxysilylpropyl)ammonium chloride